FC1(C(=O)OCCC1)F α,α-difluoro-δ-valerolactone